4-[4-(5-{[(2R,3S,5S)-2-fluoro-8-azabicyclo[3.2.1]octan-3-yl](methyl)amino}pyrazin-2-yl)-3-hydroxyphenyl]-1-methyl-2,5-dihydro-1H-pyrrol-2-one F[C@@H]1C2CC[C@@H](C[C@@H]1N(C=1N=CC(=NC1)C1=C(C=C(C=C1)C1=CC(N(C1)C)=O)O)C)N2